CC=1C=C2C(=CN(C2=CC1)S(=O)(=O)C1=CC=C(C)C=C1)I 5-methyl-3-iodo-1-p-toluenesulfonyl-1H-indole